1-(3-(dimethyl-amino)propyl)-N3,N3-dimethyl-N1-(3-(trimethoxysilyl)propyl)propane-1,3-diamine CN(CCCC(CCN(C)C)NCCC[Si](OC)(OC)OC)C